4-(2-(((R)-((S)-7-(1-((methylsulfonyl)methyl)-1H-pyrazol-4-yl)-2,3-dihydro-1H-pyrido[2,3-b][1,4]oxazin-3-yl)(phenyl)methyl)amino)ethyl)benzonitrile CS(=O)(=O)CN1N=CC(=C1)C1=CC2=C(O[C@@H](CN2)[C@@H](C2=CC=CC=C2)NCCC2=CC=C(C#N)C=C2)N=C1